chloro-2-hydroxypropionic acid ClC(C(=O)O)(C)O